ClC=1C=CC(=C(C1)[C@@H]1C[C@@H](C=2N1N=C(N2)S(=O)(=O)C(F)F)F)F (5S,7S)-5-(5-chloro-2-fluorophenyl)-2-((difluoromethyl)sulfonyl)-7-fluoro-6,7-dihydro-5H-pyrrolo[1,2-b][1,2,4]triazole